(R)-N-(3,3-difluoro-1-(methylsulfonyl)piperidin-4-yl)-5-(1-(3,3-difluoropropyl)-1H-benzo[d][1,2,3]triazol-6-yl)-6-fluoro-4-methoxypyrrolo[2,1-f][1,2,4]triazin-2-amine FC1(CN(CC[C@H]1NC1=NN2C(C(=N1)OC)=C(C(=C2)F)C=2C=CC1=C(N(N=N1)CCC(F)F)C2)S(=O)(=O)C)F